C(C)(C)(C)OC(N(C(=O)OC(C)(C)C)CC1[C@H]2CN(C[C@@H]12)C1=NC=C(C=C1)C=1C=2N(C=C(C1)OCC)N=C1C2C=NN1)=O tert-Butyl(((1R,5S,6r)-3-(5-(6-ethoxy-1H-pyrazolo[3',4':3,4]pyrazolo[1,5-a]Pyridin-4-yl)pyridin-2-yl)-3-azabicyclo[3.1.0]hexane-6-yl)methyl)(tert-butoxycarbonyl)carbamate